tertiary-butylaminopropyl methacrylate C(C(=C)C)(=O)OCCCNC(C)(C)C